[1-13C]decanoic acid [13C](CCCCCCCCC)(=O)O